CC1=NOC(=C1C1=C(C=C2C3=C(NC2=C1)N=C(N=C3)C(=O)[O-])OC)C 7-(3,5-dimethylisoxazol-4-yl)-6-methoxy-9H-pyrimido[4,5-b]indole-2-carboxylate